N-((1,2,3,5,6,7-hexahydro-s-indacen-4-yl)carbamoyl)-4,5,6,7-tetrahydropyrazolo[1,5-a]pyrimidine-3-sulfonimidamide C1CCC2=C(C=3CCCC3C=C12)NC(=O)NS(=O)(=N)C=1C=NN2C1NCCC2